2-(bromomethyl)-acryloyl-6-hexanamido-L-valine BrCC(C(=O)N([C@@H](C(C)C)C(=O)O)NC(CCCCC)=O)=C